2-decen-1,4-lactone C1(C=CC(CCCCCC)O1)=O